(1R,3R,4R)-N-((R)-1-cyano-2-((S)-2-oxopyrrolidin-3-yl)ethyl)-2-((S)-3-cyclobutyl-2-(2,2,2-trifluoroacetamido)propanoyl)-5,5-difluoro-2-azabicyclo[2.2.2]octane-3-carboxamide C(#N)[C@@H](C[C@H]1C(NCC1)=O)NC(=O)[C@@H]1N([C@H]2CC([C@@H]1CC2)(F)F)C([C@H](CC2CCC2)NC(C(F)(F)F)=O)=O